C1(CCCCC1)N(C(\C=C\C1=CC=C(C=C1)OCC)=O)C=1SC=CN1 (E)-N-cyclohexyl-3-(4-ethoxyphenyl)-N-thiazol-2-yl-prop-2-enamide